N-(1-(7-(8-ethynyl-7-fluoronaphthalen-1-yl)-8-fluoro-2-((tetrahydro-1H-pyrrolizin-7a(5H)-yl)methoxy)pyrido[4,3-d]pyrimidin-4-yl)azepan-3-yl)acrylamide C(#C)C=1C(=CC=C2C=CC=C(C12)C1=C(C=2N=C(N=C(C2C=N1)N1CC(CCCC1)NC(C=C)=O)OCC12CCCN2CCC1)F)F